2-Methyl-2-heptenal CC(C=O)=CCCCC